FC1=C(C=C(C=C1)OC)C(C)O 1-(2-fluoro-5-methoxyphenyl)ethan-1-ol